[Si](C)(C)(C(C)(C)C)OCCN1N=C(C(=C1)NC=1N=CC2=C(N1)N(C(=C2)C#N)[C@H](COC)C)OC2COC2 2-((1-(2-((tert-butyldimethylsilyl)oxy)ethyl)-3-(oxetan-3-yloxy)-1H-pyrazol-4-yl)amino)-7-((S)-1-methoxypropan-2-yl)-7H-pyrrolo[2,3-d]pyrimidine-6-carbonitrile